N-(2-hydroxyethyl)-2-nitro-4-trifluoromethylaniline OCCNC1=C(C=C(C=C1)C(F)(F)F)[N+](=O)[O-]